C(C1=CC=CC=C1)OC(=O)N[C@H](C(=O)OC)C[C@H]1C(NCCC1)=O methyl (2S)-2-(benzyloxycarbonylamino)-3-[(3S)-2-oxo-3-piperidyl]propanoate